3-(3-(tert-butyl)-1-methyl-1H-pyrazol-5-yl)-5,5-dimethyl-1-((2-((tetrahydro-2H-pyran-4-yl)amino)pyridin-4-yl)methyl)imidazolidine-2,4-dione C(C)(C)(C)C1=NN(C(=C1)N1C(N(C(C1=O)(C)C)CC1=CC(=NC=C1)NC1CCOCC1)=O)C